2-ANTHRACENYLBORONIC ACID C1=C(C=CC2=CC3=CC=CC=C3C=C12)B(O)O